C[C@@]12CC[C@H]3[C@]([C@H](CC(=O)[C@@]3([C@H]1CC=C4[C@]2(CC[C@@]5([C@H]4CC(CC5)(C)C)C(=O)O)C)C)O)(C)CO The molecule is a natural product found in Juglans sinensis. It has a role as a plant metabolite. It is a cyclic terpene ketone, a dihydroxy monocarboxylic acid and a pentacyclic triterpenoid. It derives from a hydride of an oleanane.